N-(p-toluenesulfonyl)-4,6,7-trifluoroisatin CC1=CC=C(C=C1)S(=O)(=O)N1C(=O)C(=O)C2=C(C=C(C(=C12)F)F)F